8-(6-aminopyridin-3-yl)-9-ethyl-6,6-dimethyl-11-oxo-6,11-dihydro-5H-benzo[b]carbazole-3-carbonitrile NC1=CC=C(C=N1)C=1C(=CC2=C(C(C=3NC4=CC(=CC=C4C3C2=O)C#N)(C)C)C1)CC